CC1(COCC1)C1(NC=CC=C1NC1CCOCC1)N 2-(3-methyltetrahydrofuran-3-yl)-N3-Tetrahydropyran-4-ylpyridine-2,3-diamine